ClC1=CC=C(C(=N1)C(=O)O)N[C@H](C)C1=C2N=C(C(=NC2=CC(=C1)C)C#N)N1[C@H](C(CC1)(F)F)C 6-chloro-3-(((R)-1-(2-cyano-3-((S)-3,3-difluoro-2-methylpyrrolidin-1-yl)-7-methylquinoxalin-5-yl)ethyl)amino)picolinic acid